boc-L-alaninamide C(=O)(OC(C)(C)C)N[C@@H](C)C(=O)N